(2SR,3RS)-3-{4-[2-(2-ethoxyethoxy)ethoxy]phenyl}oxirane-2-carboxylic acid ethyl ester C(C)OC(=O)[C@H]1O[C@@H]1C1=CC=C(C=C1)OCCOCCOCC |r|